CC(CN1CCC(CC1)CCNC(=O)C1CCN(CC1)C1=CC=C(C=C1)OC(F)(F)F)(C)C N-{2-[1-(2,2-dimethylpropyl)piperidin-4-yl]ethyl}-1-[4-(trifluoromethoxy)phenyl]piperidine-4-carboxamide